ClC=1C=C2C(=C(C=NC2=CC1)C1CCSCC1)NC1=C(C(=O)O)C=CC=C1 2-((6-chloro-3-tetrahydrothiopyran-4-yl-4-quinolyl)amino)benzoic acid